[N+](=O)([O-])C1=CC=C(C[C@H](N)C(=O)O)C=C1 4-Nitro-L-phenylalanine